3-((5-cyclohexylpentanoyl)oxy)-2-(hydroxymethyl)propyl (9Z,12Z)-octadeca-9,12-dienoate C(CCCCCCC\C=C/C\C=C/CCCCC)(=O)OCC(COC(CCCCC1CCCCC1)=O)CO